[Si](C1=CC=CC=C1)(C1=CC=CC=C1)(C(C)(C)C)OC(CC(F)F)C=1C(=NC=CC1)N 3-(1-((tert-butyldiphenylsilyl)oxy)-3,3-difluoropropyl)pyridin-2-amine